[Cl-].C(CCCCCCCCCC)[NH+]1CC(CCC1)CC 1-undecyl-3-ethylpiperidinium chloride